(1R,2R)-1,2-bis(2,4,6-trimethylphenyl)ethylenediamine CC1=C(C(=CC(=C1)C)C)[C@H]([C@H](N)C1=C(C=C(C=C1C)C)C)N